C(CC1=CC=CC=C1)OC=1C=C(OC[C@@H]2OC2)C=CC1OCCC1=CC=CC=C1 (R)-2-((3,4-diphenethoxyphenoxy)methyl)oxirane